C(C)(C)(C)OC(=O)N1CCC(CC1)=C(C1=CC=NC=C1)C1=CC(=C(C=C1)OC)OC 4-[(3,4-dimethoxyphenyl)-(4-pyridyl)methylene]Piperidine-1-carboxylic acid tert-butyl ester